FC=1C=C(C=C(C1)F)C=1SC=C(N1)C[C@@H]1N(CC[C@@H]1NS(=O)(=O)C)C(=O)C1(CCC1)O N-((2S,3S)-2-((2-(3,5-difluorophenyl)-1,3-thiazol-4-yl)methyl)-1-((1-hydroxycyclobutyl)carbonyl)pyrrolidin-3-yl)methanesulfonamide